4-(dimethylamino)-benzoic acid-(2-ethylhexyl)ester C(C)C(COC(C1=CC=C(C=C1)N(C)C)=O)CCCC